ClC(=CC(=O)O)CCl 3,4-dichloro-butenoic acid